tert-butyl (1-((2-(1-(4-ethoxy-5-fluoropyridin-2-yl)ethyl)-5-formyl-1-oxo-1,2,3,4-tetrahydroisoquinolin-7-yl)methyl)-1H-imidazol-2-yl)(methyl)carbamate C(C)OC1=CC(=NC=C1F)C(C)N1C(C2=CC(=CC(=C2CC1)C=O)CN1C(=NC=C1)N(C(OC(C)(C)C)=O)C)=O